4-(5-methyl-6,8-dioxo-5,7-diazaspiro[3.4]oct-7-yl)-2-trifluoromethylbenzonitrile CN1C2(CCC2)C(N(C1=O)C1=CC(=C(C#N)C=C1)C(F)(F)F)=O